(S)-2-((4-(2-((2-Chloro-4-methylphenyl)(methyl)amino)isonicotinoyl)piperazin-1-yl)methyl)-1-(oxetan-2-ylmethyl)-1H-benzo[d]imidazole-6-carboxylic acid ClC1=C(C=CC(=C1)C)N(C=1C=C(C(=O)N2CCN(CC2)CC2=NC3=C(N2C[C@H]2OCC2)C=C(C=C3)C(=O)O)C=CN1)C